ClC1=CC=C(N=N1)C1NCC12CN(C2)CC (6-Chloropyridazin-3-yl)-6-ethyl-2,6-diazaspiro[3.3]heptane